O=C1O[C@@H]2[C@H](N1)[C@@H](CC2)C(=O)OCC2=CC=CC=C2 |r| rac-Benzyl (3aR,4R,6aS)-2-oxohexahydro-2H-cyclopenta[d]oxazole-4-carboxylate